NC=1C=C2C(=NN(C2=C2C1C(NC2=O)(O)C2=C(C=CC(=C2)F)Cl)C)C#N 5-amino-6-(2-chloro-5-fluorophenyl)-6-hydroxy-1-methyl-8-oxo-1,6,7,8-tetrahydropyrrolo[3,4-g]indazole-3-carbonitrile